O1C(CC2=C1C=CC=C2)C(=O)[O-] 2,3-dihydrobenzofuran-2-carboxylate